C(C1=CC=CC=C1)NCC1=CC=C(C=C1)C1=C(C(=C(C(=C1F)F)C=1C=C(C2=C(NC(=N2)C)C1)C(=O)O)F)F 6-(4'-((benzylamino)methyl)-2,3,5,6-tetrafluoro-[1,1'-biphenyl]-4-yl)-2-methyl-1H-benzo[d]imidazole-4-carboxylic acid